4-Carbamoyl-4-{4-[4-(1-isopropyl-piperidin-4-ylmethyl)-benzyloxy]-1-oxo-1,3-dihydro-isoindol-2-yl}-butyric acid methyl ester COC(CCC(N1C(C2=CC=CC(=C2C1)OCC1=CC=C(C=C1)CC1CCN(CC1)C(C)C)=O)C(N)=O)=O